C(C1=CC=CC=C1)OCC1=NN(C(N1CC)=O)C=1C=C2C=CN=C(C2=C(C1)O[C@H](C(F)(F)F)C)OC=1C=NC=CC1Cl (S)-3-((benzyloxy)methyl)-1-(1-((4-chloropyridin-3-yl)oxy)-8-((1,1,1-trifluoropropan-2-yl)oxy)isoquinolin-6-yl)-4-ethyl-1H-1,2,4-triazol-5(4H)-one